para-formylbenzoic acid C(=O)C1=CC=C(C(=O)O)C=C1